2-Chloro-4-{[1-(2-methoxy-5-methyl-benzenesulfonyl)-1,2,3,4-tetrahydro-quinoline-7-carbonyl]-amino}-benzoic acid ClC1=C(C(=O)O)C=CC(=C1)NC(=O)C1=CC=C2CCCN(C2=C1)S(=O)(=O)C1=C(C=CC(=C1)C)OC